4-[(tert-butoxycarbonyl)amino]-3-hydroxy-3-(4-hydroxybutan-2-yl)pyrrolidine-1-carboxylic acid benzyl ester C(C1=CC=CC=C1)OC(=O)N1CC(C(C1)NC(=O)OC(C)(C)C)(C(C)CCO)O